(S)-2-(3-chloro-6-fluorobenzo[b]thiophene-2-carboxamido)-3-phenylpropanoic acid ClC=1C2=C(SC1C(=O)N[C@H](C(=O)O)CC1=CC=CC=C1)C=C(C=C2)F